5-(4-bromophenyl)-1-[2-(trifluoromethyl)phenyl]Pyrrole Tert-butyl-(2-(quinolin-5-yl)ethyl)carbamate C(C)(C)(C)N(C(O)=O)CCC1=C2C=CC=NC2=CC=C1.BrC1=CC=C(C=C1)C1=CC=CN1C1=C(C=CC=C1)C(F)(F)F